1-ethyl-4-(2-((phenylmethyl)sulfonamido)-4-(4-(4-((5-(trifluoromethyl)pyridin-2-yl)oxy)phenyl)piperidine-1-carbonyl)phenyl)piperazin-1-ium (S)-2-hydroxypropanoate O[C@H](C(=O)[O-])C.C(C)[NH+]1CCN(CC1)C1=C(C=C(C=C1)C(=O)N1CCC(CC1)C1=CC=C(C=C1)OC1=NC=C(C=C1)C(F)(F)F)NS(=O)(=O)CC1=CC=CC=C1